N-(3-(dimethylamino)-3-oxopropyl)-4-(isopropylamino)-6-(1H-pyrazol-4-yl)quinoline-3-carboxamide CN(C(CCNC(=O)C=1C=NC2=CC=C(C=C2C1NC(C)C)C=1C=NNC1)=O)C